benzyl 2-(2-(difluoromethyl)-5-methoxypyridin-4-yl)-4-(1-((methylsulfonyl)methyl)-1H-pyrazol-3-yl)benzoate FC(C1=NC=C(C(=C1)C1=C(C(=O)OCC2=CC=CC=C2)C=CC(=C1)C1=NN(C=C1)CS(=O)(=O)C)OC)F